digalactosyl-glycerol linoleate C(CCCCCCC\C=C/C\C=C/CCCCC)(=O)OC(C(O)C(O)C1[C@H](O)[C@@H](O)[C@@H](O)[C@H](O1)CO)C1[C@H](O)[C@@H](O)[C@@H](O)[C@H](O1)CO